(2S,4R)-1-(5-((tert-butyldimethylsilyl)oxy)-3-methyl-2-(3-methylisoxazol-5-yl)pentanoyl)-4-hydroxy-N-(4-(4-methylthiazol-5-yl)benzyl)pyrrolidine-2-carboxamide [Si](C)(C)(C(C)(C)C)OCCC(C(C(=O)N1[C@@H](C[C@H](C1)O)C(=O)NCC1=CC=C(C=C1)C1=C(N=CS1)C)C1=CC(=NO1)C)C